C(=CC)Br propenyl bromide